C(C1=CC=CC=C1)OS(=O)(=O)CC1=CC=CC=C1 benzyltoluenesulfonate